rac-6-(2-((3aR,5s,6aS)-5-(2-fluorophenoxy)hexahydro-cyclopenta[c]pyrrol-2(1H)-yl)-1-hydroxyethyl)pyridin-3-ol FC1=C(OC2C[C@@H]3[C@@H](CN(C3)CC(O)C3=CC=C(C=N3)O)C2)C=CC=C1